C(N)(=O)C1=C(SC=C1)NC(NC1=CC=C(C=C1)C1=CC(=CC=C1)C(C(=O)O)=C)=O (4'-(3-(3-carbamoylthiophen-2-yl)ureido)-[1,1'-biphenyl]-3-yl)acrylic acid